C1(=CC=CC=C1)COC1CCC12OCCO2 (Phenylmethoxy)-5,8-dioxaspiro[3.4]octane